C(C)(C)(CC)[Sn](N(C)C)(N(C)C)N(C)C t-pentyl-tris(dimethylamino)tin